2-fluoro-5-(trifluoromethyl)phenylboronic acid FC1=C(C=C(C=C1)C(F)(F)F)B(O)O